1-(3-(2,3-dichlorophenyl)-4-(1H-tetrazol-5-yl)-1H-pyrazolo[3,4-d]pyrimidin-6-yl)-4-phenylpiperidin-4-amine ClC1=C(C=CC=C1Cl)C1=NNC2=NC(=NC(=C21)C2=NN=NN2)N2CCC(CC2)(N)C2=CC=CC=C2